(4-amino-2,5-difluorophenyl)methanol NC1=CC(=C(C=C1F)CO)F